6-bromo-benzo[d]oxazole BrC1=CC2=C(N=CO2)C=C1